BrC1=C(C=C2C(=NC(=NC2=C1F)Cl)N1CCCCC1)F 7-Bromo-2-chloro-6,8-difluoro-4-(piperidin-1-yl)quinazoline